2-((2-chloro-6-((3-fluorobenzyl)amino)-9H-purin-9-yl)methyl)tetrahydrofuran-3,4-diol ClC1=NC(=C2N=CN(C2=N1)CC1OCC(C1O)O)NCC1=CC(=CC=C1)F